N-isopropyl-2-(4-(4-isopropyl-5-(8-methoxy-[1,2,4]triazolo[1,5-a]pyridin-6-yl)-1H-pyrazol-3-yl)phenyl)propan-2-amine C(C)(C)NC(C)(C)C1=CC=C(C=C1)C1=NNC(=C1C(C)C)C=1C=C(C=2N(C1)N=CN2)OC